tert-butyl 2-(6-chloro-3-(3,5-dichloropyridin-4-ylamino)-9H-carbazol-1-yl)ethylcarbamate ClC=1C=C2C=3C=C(C=C(C3NC2=CC1)CCNC(OC(C)(C)C)=O)NC1=C(C=NC=C1Cl)Cl